C(C)(C)(C)C=1C=C(C(=CC1O)C)C(CCC)C=1C(=CC(=C(C1)C(C)(C)C)O)C 6,6'-di-tertbutyl-4,4'-butylidenedi-m-cresol